5-chloro-N-(4-chloro-3-cyano-1H-indol-7-yl)-1-methyl-pyrazole-4-sulfonamide ClC1=C(C=NN1C)S(=O)(=O)NC=1C=CC(=C2C(=CNC12)C#N)Cl